FC=1C=CC(=C(C=N[S@](=O)C(C)(C)C)C1)O (R)-N-(5-fluoro-2-hydroxybenzylidene)-2-methylpropane-2-sulfinamide